NC=1N=NC(=CC1N1CC2CCC(C1)N2C2=NC=C(C=N2)C(=O)N2CCC(CC2)C(=O)O)C2=C(C=CC=C2)O 1-[2-[3-[3-amino-6-(2-hydroxyphenyl)pyridazin-4-yl]-3,8-diazabicyclo[3.2.1]octan-8-yl]pyrimidine-5-carbonyl]piperidine-4-carboxylic acid